FC(OCC=1C=CC(=NC1)N)F 5-(difluoromethoxymethyl)pyridin-2-amine